COC1=C(CNC(C)=O)C=C(C=C1)OC N-(2,5-dimethoxybenzyl)acetamide